NCC1=NNC(C2=CC=C(C=C12)C=1C=NN(C1N1C(N(C2=C1C=CC=C2)C2CCCC2)=O)C)=O 4-(aminomethyl)-6-(5-(3-cyclopentyl-2-oxo-2,3-dihydro-1H-benzo[d]imidazol-1-yl)-1-methyl-1H-pyrazol-4-yl)phthalazin-1(2H)-one